2-[2-[2-[1-(2,6-dioxo-3-piperidyl)-3-methyl-2-oxo-benzimidazol-5-yl]ethoxy]ethoxy]acetic acid O=C1NC(CCC1N1C(N(C2=C1C=CC(=C2)CCOCCOCC(=O)O)C)=O)=O